methylol-1H-pyrrolo[3,2-c]pyridin C(O)N1C=CC=2C=NC=CC21